bis((2-(methoxymethyl)-3-oxoquinuclidin-2-yl) methyl) terephthalate C(C1=CC=C(C(=O)OCC2(N3CCC(C2=O)CC3)COC)C=C1)(=O)OCC1(N3CCC(C1=O)CC3)COC